4-(3-benzylsulfanyl-4-methoxy-phenyl)-4-methyl-oxepane C(C1=CC=CC=C1)SC=1C=C(C=CC1OC)C1(CCOCCC1)C